O[C@@H](CC(=O)[O-])C.[K+] potassium R-β-hydroxybutyrate